C1(CCCCC1)[C@@H]1OCC2=CC(=CC=C2[C@@H]1C1=CC=C(C=C1)N1CCC(CC1)C(OC)OC)O (3S,4S)-3-cyclohexyl-4-(4-(4-(dimethoxymethyl)piperidin-1-yl)phenyl)isochroman-7-ol